N-(3-chloro-5-methylbenzyl)-5,8-dimethoxy-1,2,3,4-tetrahydronaphthalen-2-amine hydrochloride Cl.ClC=1C=C(CNC2CC3=C(C=CC(=C3CC2)OC)OC)C=C(C1)C